CC1=CC=C(CN2N=C(CC(C2=O)C(F)(F)F)C2=NC=CC=C2)C=C1 2-(4-methylbenzyl)-6-(pyridine-2-yl)-4-(trifluoromethyl)-4,5-dihydropyridazin-3(2H)-one